2-[2-(4-bromo-3-methyl-2-nitrophenylamino)ethoxy]ethan-1-ol BrC1=C(C(=C(C=C1)NCCOCCO)[N+](=O)[O-])C